N-methyl-N-[(1-methylcyclopropyl)methyl]piperidin-4-amine CN(C1CCNCC1)CC1(CC1)C